(3-bromo-1-methyl-1H-1,2,4-triazol-5-yl)(4-fluorophenyl)methanol BrC1=NN(C(=N1)C(O)C1=CC=C(C=C1)F)C